C(#N)C(C(=O)O)=CC1=CC(=C(C=C1)O)O alpha-cyano-3,4-dihydroxycinnamic acid